C1(=CC=CC2=CC=CC=C12)C1=CC=C(C=C1)NC1=CC(=CC=C1)C=1C2=CC=CC=C2C=2C=CC=CC2C1 N-(4-(naphthalen-1-yl)phenyl)-3-(phenanthren-9-yl)aniline